4-cyclopropyl-1-methyl-5-phenyl-N-(2-(trifluoromethyl)pyridin-4-yl)-1H-pyrazole-3-carboxamide C1(CC1)C=1C(=NN(C1C1=CC=CC=C1)C)C(=O)NC1=CC(=NC=C1)C(F)(F)F